butyl-6-methyl-4-[(1-methylcyclopropyl)amino]furo[2,3-d]pyrimidine-5-carboxamide C(CCC)C=1N=C(C2=C(N1)OC(=C2C(=O)N)C)NC2(CC2)C